ClC1=C(CNC(=O)[C@@]2(C=3C=CC=NC3[C@](CC2)(CN(C)CCO)O)F)C=CC(=C1)Cl (5R,8S)-N-(2,4-dichlorobenzyl)-5-fluoro-8-hydroxy-8-(((2-hydroxyethyl)(methyl)amino)methyl)-5,6,7,8-tetrahydroquinoline-5-carboxamide